CNC=1N=CC2=C(N1)NC=C2C=2C=C1N=CC=NC1=CC2 N-methyl-5-(quinoxalin-6-yl)-7H-pyrrolo[2,3-d]pyrimidin-2-amine